tert-butyl (2S,6R*)-6-hydroxy-2-(hydroxymethyl)-6-propyl-1,4-oxazepane-4-carboxylate O[C@@]1(CN(C[C@H](OC1)CO)C(=O)OC(C)(C)C)CCC |o1:1|